(R)-8-(1-((6-chloro-2-(1-hydroxy-4-methyl-1,3-dihydrobenzo[c][1,2]oxaborol-5-yl)pyridin-3-yl)amino)ethyl)-2-(4,4-dimethylpiperidin-1-yl)-3,6-dimethyl-4H-chromen-4-one ClC1=CC=C(C(=N1)C1=C(C2=C(B(OC2)O)C=C1)C)N[C@H](C)C=1C=C(C=C2C(C(=C(OC12)N1CCC(CC1)(C)C)C)=O)C